CC([C@@H](C(=O)N1[C@@H]([C@H]2C([C@H]2C1)(C)C)C(=O)N[C@H](C#C)CCSC)NC(C(F)(F)F)=O)(C)C (1R,2S,5S)-3-((S)-3,3-Dimethyl-2-(2,2,2-trifluoroacetamido)butanoyl)-6,6-dimethyl-N-((S)-5-(methylthio)pent-1-yn-3-yl)-3-azabicyclo[3.1.0]hexane-2-carboxamide